2-[1-[6-Methyl-2-(3-methyl-2-oxo-1-oxa-3,8-diazaspiro[4.5]decan-8-yl)-4-oxo-chromen-8-yl]ethylamino]benzoic acid CC=1C=C2C(C=C(OC2=C(C1)C(C)NC1=C(C(=O)O)C=CC=C1)N1CCC2(CN(C(O2)=O)C)CC1)=O